C(C)(C)(C)OC(\C=C\C(=C\CCCCC)\CCC(=O)NC(C)(C)C)=O (2E,4E)-4-(3-(tert-butylamino)-3-oxopropyl)decane-2,4-dienoic acid tert-butyl ester